methyl 7-bromo-3-(2-(((1S,3S)-3-((4-((tert-butoxycarbonyl)(methyl)amino)butyl)amino)cyclopentyl)amino)-5-(trifluoromethyl)pyrimidin-4-yl)-1H-indole-6-carboxylate BrC=1C(=CC=C2C(=CNC12)C1=NC(=NC=C1C(F)(F)F)N[C@@H]1C[C@H](CC1)NCCCCN(C)C(=O)OC(C)(C)C)C(=O)OC